O[C@@H]1C[C@@H](N(CC1)C(=O)OC(C)(C)C)C tertbutyl (2S,4S)-4-hydroxy-2-methyl-piperidine-1-carboxylate